C(=O)(O)C=1C=C(OC2=CC=C(C=C2)OC2=CC=C(C=C2)OC2=CC(=C(C=C2)C(=O)O)C(=O)O)C=CC1C(=O)O bis[4-(3,4-dicarboxyphenoxy)phenyl] ether